C(C1=CC=CC=C1)OC1=CC(=NC=2C=CN=C(C12)C#N)C=1N(N=C(C1)C(C)(C)C)C 4-benzyloxy-2-(5-tert-butyl-2-methyl-pyrazol-3-yl)-1,6-naphthyridine-5-carbonitrile